FC=1C=C(C=CC1C=O)B(O)O (3-fluoro-4-formylphenyl)boronic acid